4-Fluoro-2-(3-(methylsulfonyl)-4-((1-(methylsulfonyl)piperidin-4-yl)methoxy)benzyl)isoindoline FC1=C2CN(CC2=CC=C1)CC1=CC(=C(C=C1)OCC1CCN(CC1)S(=O)(=O)C)S(=O)(=O)C